C1(=CC=C(C=C1)S(=O)(=O)C\C(\CCCl)=C/CCCCCCCC)C (Z)-(1-Chloro-3-dodecen-3-yl)methyl p-tolyl sulfone